CC1=C(OC=2C(=CC(N(C2)C)=O)C=2C3=C(C(N(C2)C)=O)NC(=C3)C3=CN(C=C3)C)C(=CC=C1)C 4-(5-(2,6-dimethylphenoxy)-1-methyl-2-oxo-1,2-dihydropyridin-4-yl)-6-methyl-2-(1-methyl-1H-pyrrol-3-yl)-1,6-dihydro-7H-pyrrolo[2,3-c]pyridin-7-one